6-(2-{[(2R,7aR)-2-fluoro-hexahydro-1H-pyrrolizin-7a-yl]methoxy}-4-[(1S,6R)-3,9-diazabicyclo[4.2.1]nonan-3-yl]-8-fluoroquinazolin-7-yl)-4-methyl-5-(trifluoromethyl)pyridin-2-amine F[C@@H]1C[C@]2(CCCN2C1)COC1=NC2=C(C(=CC=C2C(=N1)N1C[C@@H]2CC[C@H](CC1)N2)C2=C(C(=CC(=N2)N)C)C(F)(F)F)F